(S)-N-[(R)-(4,5-dichloro-2-hydroxyphenyl)[1-(2-oxo-1,3-diazinane-5-carbonyl)piperidin-4-yl]methyl]-2-methylpropane-2-sulfinamide ClC1=CC(=C(C=C1Cl)[C@H](N[S@@](=O)C(C)(C)C)C1CCN(CC1)C(=O)C1CNC(NC1)=O)O